4-((2-((4-cyanophenyl)amino)-7-(piperidine-4-yl)-6,7,8,9-tetrahydro-5H-pyrimido[4,5-d]azepine-4-yl)oxy)-3,5-dimethylbenzonitrile trihydrochloride Cl.Cl.Cl.C(#N)C1=CC=C(C=C1)NC=1N=C(C2=C(CCN(CC2)C2CCNCC2)N1)OC1=C(C=C(C#N)C=C1C)C